ClC1=C(C=CC=C1)N1C(N(C(C1=O)=O)C1CN(C(C1C)=O)C1=CC=CC=C1)=O 1-(2-chlorophenyl)-3-(4-methyl-5-oxo-1-phenylpyrrolidin-3-yl)imidazolidine-2,4,5-trion